6-amino-5-bromo-3-methylpyrimidine-2,4(1H,3H)-dione NC1=C(C(N(C(N1)=O)C)=O)Br